N,N-diethyl-p-bromoaniline C(C)N(C1=CC=C(C=C1)Br)CC